2-[1-[difluoro[(1,2,2-trifluoroethenyl)oxy]methyl]-1,2,2,2-tetrafluoroethoxy]-1,1,2,2-tetrafluoro-ethanesulfonyl fluoride FC(C(C(F)(F)F)(OC(C(S(=O)(=O)F)(F)F)(F)F)F)(OC(=C(F)F)F)F